7-Fluoro-8-(1H-indol-7-yl)-1,4,4-trimethyl-9-(trifluoromethyl)-5H-[1,2,4]triazolo[4,3-a]quinoxaline FC=1C=C2NC(C=3N(C2=C(C1C=1C=CC=C2C=CNC12)C(F)(F)F)C(=NN3)C)(C)C